FC1=CC=C(C=C1)S(=O)(=O)NCCOC1=CC2=C(N=C(S2)C2=C3N=CC(=NC3=CC(=C2)C(F)(F)F)COC)C(=C1)C 4-fluoro-N-(2-((2-(2-(methoxymethyl)-7-(trifluoromethyl)quinoxalin-5-yl)-4-methylbenzo[d]thiazol-6-yl)oxy)ethyl)benzenesulfonamide